N-(5-fluoropentyl)indazole-3-carboxylic acid FCCCCCN1N=C(C2=CC=CC=C12)C(=O)O